rac-5-(aminomethyl)-5-(1,5-dimethyl-1H-imidazol-4-yl)imidazolidine-2,4-dione hydrochloride Cl.NC[C@]1(C(NC(N1)=O)=O)C=1N=CN(C1C)C |r|